ethyl 2-(2-((tert-butylsulfinyl) amino)-5-methylhexyl)-6-methoxynicotinate C(C)(C)(C)S(=O)NC(CC1=C(C(=O)OCC)C=CC(=N1)OC)CCC(C)C